C1(=CCCCC1)CCN(S(=O)(=O)C1=CC=C(C=C1)C(F)(F)F)C1=CC=C(C=C1)C N-(2-(cyclohex-1-en-1-yl)ethyl)-N-(p-tolyl)-4-(trifluoromethyl)benzenesulfonamide